(S)-5-((((9H-fluoren-9-yl)methoxy)carbonyl)amino)-6-(tert-butoxy)-2,6-dioxohexane-1-diazonium C1=CC=CC=2C3=CC=CC=C3C(C12)COC(=O)N[C@@H](CCC(C[N+]#N)=O)C(=O)OC(C)(C)C